(R)-2-((R)-2-amino-3-phenylpropionylamino)-4-methylpentanamide dihydrochloride Cl.Cl.N[C@@H](C(=O)N[C@@H](C(=O)N)CC(C)C)CC1=CC=CC=C1